5-(2-amino-[1,2,4]triazolo[1,5-a]pyridin-7-yl)nicotinic acid NC1=NN2C(C=C(C=C2)C=2C=NC=C(C(=O)O)C2)=N1